C1(CC1)C[C@@H](C(=O)N[C@H](C(=O)OC)C[C@H]1C(NCCC1)=O)NC([C@H](CC1=CC=CC2=CC=CC=C12)NC(=O)C1=NC=CN=C1)=O methyl (2S)-2-[[(2S)-3-cyclopropyl-2-[[(2S)-3-(1-naphthyl)-2-(pyrazine-2-carbonylamino)propanoyl]amino]propanoyl]amino]-3-[(3S)-2-oxo-3-piperidyl]propanoate